azaspiro[2.3]hex-5-yl-[(3S)-1,2,3,4-tetrahydroisoquinolin-3-yl]methanone hydrochloride Cl.N1CC12CC(C2)C(=O)[C@H]2NCC1=CC=CC=C1C2